O=[Si]=O The molecule is a silicon oxide made up of linear triatomic molecules in which a silicon atom is covalently bonded to two oxygens.